N'-[(2S,3R)-2-{[3-(5-chloro-2-methyl-1,3-thiazol-4-yl)-2-fluorophenyl]methyl}-4,4-difluoro-1-(1-hydroxycyclobutane-1-carbonyl)pyrrolidin-3-yl]-N,N-dimethylsulfuric diamide ClC1=C(N=C(S1)C)C=1C(=C(C=CC1)C[C@@H]1N(CC([C@@H]1NS(N(C)C)(=O)=O)(F)F)C(=O)C1(CCC1)O)F